(diphenyl-d10){[(biphenylyl)dibenzoselenophenyl]phenyl}triazine C1(C(C(C(C(C1[2H])([2H])[2H])([2H])[2H])([2H])[2H])([2H])[2H])([2H])C1=C(C(=NN=N1)C1=C(C=CC=C1)C1=C(C=CC=2[Se]C3=C(C21)C=CC=C3)C3=C(C=CC=C3)C3=CC=CC=C3)C3(C(C(C(C(C3[2H])([2H])[2H])([2H])[2H])([2H])[2H])([2H])[2H])[2H]